C[Hf]C dimethylhafnium